N-(3-fluoro-4-((2-oxo-2,3-dihydro-1H-imidazo[4,5-b]pyridin-7-yl)oxy)phenyl)-3,5-dimethyl-1-phenyl-1H-pyrazole-4-carboxamide FC=1C=C(C=CC1OC1=C2C(=NC=C1)NC(N2)=O)NC(=O)C=2C(=NN(C2C)C2=CC=CC=C2)C